N-(2-(2-(((4-methylpyridin-3-yl)methyl)amino)-5-oxo-5,7-dihydro-6H-pyrrolo[3,4-b]pyridin-6-yl)ethyl)acetamide CC1=C(C=NC=C1)CNC1=CC=C2C(=N1)CN(C2=O)CCNC(C)=O